N-(3,3-Difluorocyclobutyl)-5-fluoro-N-isopropyl-2-((4-(7-(((2S,5R)-5-(sulfamoylamino)tetrahydro-2H-pyran-2-yl)methyl)-2,7-diazaspiro[3.5]nonan-2-yl)pyrimidin-5-yl)oxy)benzamide FC1(CC(C1)N(C(C1=C(C=CC(=C1)F)OC=1C(=NC=NC1)N1CC2(C1)CCN(CC2)C[C@H]2OC[C@@H](CC2)NS(N)(=O)=O)=O)C(C)C)F